7-(benzyloxy)-1H,2H,3H-benzo[b]pyrrolizine C(C1=CC=CC=C1)OC=1C=CC2=C(C=C3CCCN23)C1